FC(CN1N=CC=2C1=NC(=CN2)N2CC1C(CC2)C(N(C1)C1=NC(=CC=C1)C(F)(F)F)=O)F 5-(1-(2,2-difluoroethyl)-1H-pyrazolo[3,4-b]pyrazin-6-yl)-2-(6-(trifluoromethyl)pyridin-2-yl)octahydro-1H-pyrrolo[3,4-c]pyridin-1-one